methyl (S)-3-(2-hydroxyphenyl)-2-((4-(trifluoromethoxy)phenyl)sulfonamido)propanoate OC1=C(C=CC=C1)C[C@@H](C(=O)OC)NS(=O)(=O)C1=CC=C(C=C1)OC(F)(F)F